OC=1C2=C(NC(C1C(=O)O)=O)C1=C(OC[C@H]2C(C)C)C=C(C(=C1)CCOC)OCCCOC (S)-4-hydroxy-5-isopropyl-10-(2-methoxyethyl)-9-(3-methoxypropoxy)-2-oxo-1,2,5,6-tetrahydrobenzo[2,3]oxepino[4,5-b]pyridine-3-carboxylic acid